ClC=1C=C(C(=O)NC=2C=CC(=NC2)C2(CCC2)NC(OC(C)(C)C)=O)C=CC1 tert-butyl (1-(5-(3-chlorobenzamido)pyridin-2-yl)cyclobutyl)carbamate